O1CCN(CC1)C1=C(CN2CCN(CC2)C(=O)N2N=C(C=C2)C(=O)OC(C)(C)C)C=CC(=C1)C(F)(F)F tert-butyl 1-(4-(2-morpholino-4-(trifluoromethyl) benzyl) piperazine-1-carbonyl)-1H-pyrazole-3-carboxylate